3-butylheptyl 8-((3-((tert-butoxycarbonyl)amino)propyl)(8-oxo-8-((3-pentyloctyl)oxy)octyl)amino)octanoate C(C)(C)(C)OC(=O)NCCCN(CCCCCCCC(=O)OCCC(CCCC)CCCC)CCCCCCCC(OCCC(CCCCC)CCCCC)=O